3-Ethyl-N-((S)-2-((4-(2-methoxy-1-((S)-2-oxo-4-(trifluoromethyl)imidazolidin-1-yl)ethyl)pyridin-2-yl)amino)-1-((1r,4S)-4-methylcyclohexyl)-2-oxoethyl)isoxazole-4-carboxamide C(C)C1=NOC=C1C(=O)N[C@H](C(=O)NC1=NC=CC(=C1)C(COC)N1C(N[C@@H](C1)C(F)(F)F)=O)C1CCC(CC1)C